FC=1C=CC(=NC1C)C1=NC=2N(C(=C1)NC1=C3C(=NC=C1)NC=C3)N=CC2 5-(5-fluoro-6-methylpyridin-2-yl)-N-(1H-pyrrolo[2,3-b]pyridin-4-yl)pyrazolo[1,5-a]pyrimidin-7-amine